[Mn].[Cu].[Ni] nickel copper manganese salt